FC1=CN=C2N1C=C(C=C2C(=O)NC2=CC(=CC=C2)C2(CC(C2)C)C2=NN=CN2C)CNC2(CC2)C 3-fluoro-N-(3-((1s,3s)-3-methyl-1-(4-methyl-4H-1,2,4-triazol-3-yl)cyclobutyl)phenyl)-6-(((1-methylcyclopropyl)amino)methyl)imidazo[1,2-a]pyridine-8-carboxamide